Dipentaerythritol hexa(2-mercaptoisobutyrate) SC(C(=O)OCC(COC(C(C)(C)S)=O)(COCC(COC(C(C)(C)S)=O)(COC(C(C)(C)S)=O)COC(C(C)(C)S)=O)COC(C(C)(C)S)=O)(C)C